N-Benzylamin C(C1=CC=CC=C1)N